3-methyl-1-(1-(phenylsulfonyl)-1H-pyrrolo[3,2-c]pyridin-6-yl)-1H-pyrazol-5(4H)-one CC1=NN(C(C1)=O)C1=CC2=C(C=N1)C=CN2S(=O)(=O)C2=CC=CC=C2